Methyl-1-bromothiophene CC=1S(C=CC1)Br